C1(CC1)S(=O)(=O)C1=CC(=NC=C1)C(C)(CCOC)NC(=O)C=1SC(=CN1)C1=NC(=CN=C1)OCC N-[2-(4-cyclopropanesulfonylpyridin-2-yl)-4-methoxybutan-2-yl]-5-(6-ethoxypyrazin-2-yl)-1,3-thiazole-2-carboxamide